trisaminopropyl-methoxysilane NCCC[Si](OC)(CCCN)CCCN